4-amino-N-(4-methoxyphenyl)-2-(4-(pyrimidin-2-yl)piperazin-1-yl)pyrimidine-5-carboxamide NC1=NC(=NC=C1C(=O)NC1=CC=C(C=C1)OC)N1CCN(CC1)C1=NC=CC=N1